(S,E)-N-((2-acetyl-6-chloroisoindoline-4-yl)methylene)-2-methylpropane-2-sulfinamide C(C)(=O)N1CC2=CC(=CC(=C2C1)\C=N\[S@@](=O)C(C)(C)C)Cl